Octyl-α-hydroxyglutarate C(CCCCCCC)OC(C(CCC(=O)[O-])O)=O